FC(OC1=C(C=C(C=N1)NC(=O)[C@@H]1C[C@@](C2=C1C=NC=1N2N=C(C1)F)(C=1C=NN(C1)C)C)C)F (6R,8R)-N-(6-(difluoromethoxy)-5-methylpyridin-3-yl)-2-fluoro-8-methyl-8-(1-methyl-1H-pyrazol-4-yl)-7,8-dihydro-6H-cyclopenta[e]pyrazolo[1,5-a]pyrimidine-6-carboxamide